silver-bismuth-copper [Cu].[Bi].[Ag]